[Na+].C(C)N(C1=CC(=CC=C1)C)CC(CS(=O)(=O)[O-])O N-ethyl-N-(2-hydroxy-3-sulfopropyl)-m-toluidine sodium salt